3-(1-Cyclopropyl-1H-imidazol-4-yl)-N-methyl-1-(4-(trifluoromethyl)phenyl)-1H-indazole-5-sulfonamide C1(CC1)N1C=NC(=C1)C1=NN(C2=CC=C(C=C12)S(=O)(=O)NC)C1=CC=C(C=C1)C(F)(F)F